C(C)N=C=NCCCN(C)C ethyl-3-(dimethylamino)propylcarbodiimide